FC1=C(C=C(C=C1)F)N1C(C(=C2N1CCCC2)C(=O)NC2=CC=C(C1=CC=CC=C21)OC2=NC=NC1=CC(=C(C=C21)OC)OC)=O (2,5-difluorophenyl)-N-(4-((6,7-dimethoxyquinazolin-4-yl)oxy)naphthalen-1-yl)-2-oxo-1,2,4,5,6,7-hexahydropyrazolo[1,5-a]pyridine-3-carboxamide